NC(C(CC1=CC=CC=C1)NC(=O)C1NC(CC1)=O)=O N-(1-amino-1-oxo-3-phenylpropan-2-yl)-5-oxopyrrolidine-2-carboxamide